m-cyanobenzoyl chloride C(#N)C=1C=C(C(=O)Cl)C=CC1